2,4-decadienoate C(C=CC=CCCCCC)(=O)[O-]